tert-butyl N-(2-(1-(6-methoxypyrido[3,4-d]pyrimidin-4-yl)azetidin-3-yl)ethyl)sulfamoylcarbamate COC1=CC2=C(N=CN=C2N2CC(C2)CCNS(=O)(=O)NC(OC(C)(C)C)=O)C=N1